2-((S)-1-amino-1,3-dihydrospiro[indene-2,4'-piperidine]-1'-yl)-5-(3-fluoro-3-(3-methoxyphenyl)prop-1-yn-1-yl)-3-methylpyrimidin-4(3H)-one N[C@@H]1C2=CC=CC=C2CC12CCN(CC2)C2=NC=C(C(N2C)=O)C#CC(C2=CC(=CC=C2)OC)F